COC=1C=C2CCN(CC2=CC1NC1=NC2=CC(=CC=C2C=N1)NC1=CC=C2CCN(C2=C1)C(C)=O)C 1-[6-({2-[(6-methoxy-2-methyl-1,2,3,4-tetrahydroisoquinolin-7-yl)amino]quinazolin-7-yl}-amino)-2,3-dihydro-1H-indol-1-yl]ethan-1-one